(6S,8R)-6-(2,6-difluoro-4-(6-(2-fluoroethyl)-2,6-diazaspiro[3.3]heptan-2-yl)phenyl)-8-Methyl-7-(2,2,2-trifluoroethyl)-6,7,8,9-tetrahydrooxazolo[5,4-f]isoquinoline FC1=C(C(=CC(=C1)N1CC2(C1)CN(C2)CCF)F)[C@H]2N([C@@H](CC1=C3C(=CC=C21)N=CO3)C)CC(F)(F)F